tert-butyl 4-[4-(2,6-dibenzyloxy-3-pyridyl)-2-methoxy-phenyl]piperazine-1-carboxylate C(C1=CC=CC=C1)OC1=NC(=CC=C1C1=CC(=C(C=C1)N1CCN(CC1)C(=O)OC(C)(C)C)OC)OCC1=CC=CC=C1